BrC1=CC=C2C(C(=CN(C2=C1)C(C)C)C(=O)O)=O 7-bromo-4-oxo-1-(prop-2-yl)-1,4-dihydroquinoline-3-carboxylic acid